3-(aminomethyl)-5-fluorobenzoic acid NCC=1C=C(C(=O)O)C=C(C1)F